5-bromo-3-fluorobenzene-1,2-dicarboxylic acid BrC1=CC(=C(C(=C1)C(=O)O)C(=O)O)F